(fluorosulfonyl)(trifluoromethanesulfonyl)amide FS(=O)(=O)[N-]S(=O)(=O)C(F)(F)F